NC(C(C(CC1CC1)NC(=O)[C@@H]1[C@H]2C([C@H]2CN1C([C@H](C(C)C)NC(C(F)(F)F)=O)=O)(C)C)=O)=O (1R,2S,5S)-N-[3-amino-1-(cyclopropylmethyl)-2,3-dioxo-propyl]-6,6-dimethyl-3-[(2S)-3-methyl-2-[(2,2,2-trifluoroacetyl)amino]butanoyl]-3-azabicyclo[3.1.0]hexane-2-carboxamide